(2-bromoethyl)methyl sulfone BrCCS(=O)(=O)C